3-[bromo(difluoro)methyl]-6-[6-[(1R)-2,2,2-trifluoro-1-methyl-ethoxy]-3-pyridyl]-[1,2,4]triazolo[4,3-a]pyrazine BrC(C1=NN=C2N1C=C(N=C2)C=2C=NC(=CC2)O[C@@H](C(F)(F)F)C)(F)F